Cl.FC1=C(C=CC=C1)C1NCCCC1 2-(2-fluorophenyl)piperidine hydrochloride